C1(=CC=CC=C1)C=1N=C(NC1C1=CC=CC=C1)C1=CC=C(CN)C=C1 4-(4,5-diphenyl-1H-imidazol-2-yl)benzylamine